4-(1-(5-(6-chloro-7-fluoro-3-(1H-imidazol-1-yl)-5-methoxy-1-methyl-1H-indol-2-yl)-1H-1,2,4-triazol-3-yl)-2-methoxyethyl)morpholine ClC1=C(C=C2C(=C(N(C2=C1F)C)C1=NC(=NN1)C(COC)N1CCOCC1)N1C=NC=C1)OC